2-isopentyl-2-phenyl-1,3-dimethoxypropane C(CC(C)C)C(COC)(COC)C1=CC=CC=C1